CC1=CC(=NN1)CN1N=CC2=C(C1=O)C=NC(=C2)S(=O)(=O)C=2C=NN(C2)C 3-((5-methyl-1H-pyrazol-3-yl)methyl)-7-((1-methyl-1H-pyrazol-4-yl)sulfonyl)pyrido[3,4-d]pyridazin-4(3H)-one